OC(=O)C(F)(F)F.NCCONC(=O)[C@H]1N2C(N([C@H](CC1)C2)OS(=O)(=O)OCC(C(=O)OCCCCCCC)(C)C)=O heptyl 3-(((((2S,5R)-2-((2-aminoethoxy)carbamoyl)-7-oxo-1,6-diazabicyclo[3.2.1]octan-6-yl)oxy)sulfonyl)oxy)-2,2-dimethylpropanoate TFA salt